2-[(2-chloroacetyl)-[2-(2-methoxyphenyl)ethyl]amino]-N-cyclohexyl-2-(3-pyridyl)acetamide ClCC(=O)N(C(C(=O)NC1CCCCC1)C=1C=NC=CC1)CCC1=C(C=CC=C1)OC